C1NCC12CC(C2)CN2N=CC(=C2)S(C(F)(F)F)(=O)=N [1-(2-azaspiro[3.3]heptan-6-ylmethyl)pyrazol-4-yl]-imino-oxo-(trifluoromethyl)-λ6-sulfane